6-fluoro-5-(1-methylcyclopropoxy)-3-[6-[4-(piperazin-1-ylmethyl)-1-piperidyl]pyrimidin-4-yl]-1H-indazole FC1=C(C=C2C(=NNC2=C1)C1=NC=NC(=C1)N1CCC(CC1)CN1CCNCC1)OC1(CC1)C